BrC1=C(C=C(OC2CCC(CC2)CCCC=O)C=C1)C(F)(F)F 4-((1r,4s)-4-(4-bromo-3-(trifluoromethyl)phenoxy)cyclohexyl)butanal